C(#N)C1=CC(=NC=C1)NC(C1=CC(=CC=C1)F)=O N-(4-cyanopyridin-2-yl)-3-fluorobenzamide